2-fluoro-3-bromo-5-nitrobenzotrifluoride FC1=C(C=C(C=C1Br)[N+](=O)[O-])C(F)(F)F